2'-(4,5-Dimethyl-1H-imidazol-2-yl)-N-phenyl-3,4'-bipyridin-5-amine CC=1N=C(NC1C)C1=NC=CC(=C1)C=1C=NC=C(C1)NC1=CC=CC=C1